N-(4-Bromophenyl)-4-isopropylpiperazine-1-carboxamide BrC1=CC=C(C=C1)NC(=O)N1CCN(CC1)C(C)C